N1[C@@H](COCC1)CO |r| rac-morpholin-3-ylmethanol